C(C1=CC=CC=C1)OC(NC1=NC(=CC=C1)C=O)=O (6-FORMYL-PYRIDIN-2-YL)-CARBAMIC ACID BENZYL ESTER